COC(C1=C(N=C(C(=C1)Br)OCC(F)(F)F)NC(C)(C)C)=O 5-bromo-2-(tert-butylamino)-6-(2,2,2-trifluoroethoxy)nicotinic acid methyl ester